[2H]C([C@H](N)C(=O)O)CCN β-Deutero-L-ornithine